6-(2-chlorophenyl)-2-((4-methoxybenzyl)amino)quinazolin-8-ol ClC1=C(C=CC=C1)C=1C=C2C=NC(=NC2=C(C1)O)NCC1=CC=C(C=C1)OC